N-(3-(isopropoxy)propyl)-3-morpholinopropan-1-amine C(C)(C)OCCCNCCCN1CCOCC1